L-leucine-d1 N[C@@H](CC(C)C)C(=O)O[2H]